6-amino-2-(ethylsulfonylamino)-9-(p-tolylmethyl)-7H-purin-8-one NC1=C2NC(N(C2=NC(=N1)NS(=O)(=O)CC)CC1=CC=C(C=C1)C)=O